C(C1=CC=CC=C1)NCC=1C(=NC=CC1)C N-benzyl-1-(2-methylpyridin-3-yl)methanamine